N,N-dimethyl-5-(((2S,4S)-4-phenyl-2-(3-(3-phenylpropyl)-1,2,4-oxadiazole-5-yl)pyrrolidin-1-yl)sulfonyl)naphthalen-1-amine CN(C1=CC=CC2=C(C=CC=C12)S(=O)(=O)N1[C@@H](C[C@H](C1)C1=CC=CC=C1)C1=NC(=NO1)CCCC1=CC=CC=C1)C